CC1=C(C(=CC=C1)C)S(=O)O 2,6-dimethylbenzenesulfinic acid